ethyl 5-(aminomethyl)-2-octanamidothiophene-3-carboxylate TFA salt OC(=O)C(F)(F)F.NCC1=CC(=C(S1)NC(CCCCCCC)=O)C(=O)OCC